ClC=1C(=CC(=C(CN2[C@@H](CCCC2)C(=O)O)C1)OCCN1CCC(CC1)(C(=O)OC)O)OCC1=C(C(=CC=C1)C1=CC2=C(OCCO2)C=C1)C (S)-1-(5-Chloro-4-((3-(2,3-dihydrobenzo[b][1,4]dioxin-6-yl)-2-methylbenzyl)oxy)-2-(2-(4-hydroxy-4-(methoxycarbonyl)piperidin-1-yl)ethoxy)benzyl)piperidine-2-carboxylic acid